3-(2-aminoethyl)-1-((5-chloro-3H-imidazo[4,5-b]pyridin-2-yl)methyl)-4-(2,4-dichlorobenzyl)-1,3-dihydro-2H-imidazol-2-one NCCN1C(N(C=C1CC1=C(C=C(C=C1)Cl)Cl)CC1=NC=2C(=NC(=CC2)Cl)N1)=O